6'-(ethane-1,2-diylbis(5-carbamoyl-4-methoxy-1H-benzo[d]imidazole-1,2-diyl))bis(3,4-difluorobenzoic acid) C(CN1C(=NC2=C1C=CC(=C2OC)C(N)=O)C2=C(C(=O)O)C=CC(=C2F)F)N2C(=NC1=C2C=CC(=C1OC)C(N)=O)C1=C(C(=O)O)C=CC(=C1F)F